NC1=NC=2C=C(C(=CC2C2=C1[C@H](OC2)C)C(=O)N2[C@H](CC[C@@H](C2)C)C2=CC1=C(N=C(S1)C1CCN(CC1)C)C=C2)F ((R)-4-amino-7-fluoro-3-methyl-1,3-dihydrofuro[3,4-c]quinolin-8-yl)((2R,5S)-5-methyl-2-(2-(1-methylpiperidin-4-yl)benzo[d]thiazol-6-yl)piperidin-1-yl)methanone